5-(2,3'-di(9H-carbazol-9-yl)-[1,1'-biphenyl]-4-yl)-5H-pyrido[3,2-b]indole C1=CC=CC=2C3=CC=CC=C3N(C12)C1=C(C=CC(=C1)N1C2=C(C=3C=CC=CC13)N=CC=C2)C2=CC(=CC=C2)N2C1=CC=CC=C1C=1C=CC=CC21